ethyl-1-propene C(C)C=CC